COC=1C=C(C=CC1OC)C=1NC2=CC=C(C=C2C1C(C)C)C1=NN=C(O1)C(=O)NCCN(C)C 5-(2-(3,4-dimethoxyphenyl)-3-isopropyl-1H-indol-5-yl)-N-(2-(dimethylamino)ethyl)-1,3,4-oxadiazole-2-carboxamide